N1=CC=CC2=CC(=CC=C12)N[C@H]1CN(CC1)CC(=O)N1[C@@H](CCC1)C#N (2S)-1-[2-[(3R)-3-(6-quinolinylamino)pyrrolidin-1-yl]acetyl]pyrrolidine-2-carbonitrile